(E)-3-ethoxy-5-(3-methoxy-4-nitrostyryl)-4-(3-methylbut-2-en-1-yl)phenol C(C)OC=1C=C(C=C(C1CC=C(C)C)\C=C\C1=CC(=C(C=C1)[N+](=O)[O-])OC)O